1-(ethoxycarbonylmethyl)pyridine chloride [Cl-].C(C)OC(=O)CN1CC=CC=C1